C1(CC1)C1=NC=NC(=C1C1=NN2C(N(C(CC2)=O)CC2=CC(=C(C=C2)C2=NC=CC=C2OC)F)=C1)OC 2-(4-cyclopropyl-6-methoxypyrimidin-5-yl)-4-(3-fluoro-4-(3-methoxypyridin-2-yl)benzyl)-6,7-dihydropyrazolo[1,5-a]pyrimidin-5(4H)-one